Ethyl 2H-tetrazole-carboxylate N=1NN=NC1C(=O)OCC